FC(C=1C=C(C=NC1)C=1C=C(C=CC1)O)(F)F 3-(5-(trifluoromethyl)pyridin-3-yl)phenol